2-[[6-[7-(methoxymethyl)-8-(prop-2-enoylamino)-2-naphthyl]pyridine-2-carbonyl]amino]acetic acid COCC1=CC=C2C=CC(=CC2=C1NC(C=C)=O)C1=CC=CC(=N1)C(=O)NCC(=O)O